6-methyl-2-(3-oxo-3-(4-(3-(trifluoromethyl)phenyl)piperazin-1-yl)propyl)-2,9-dihydro-1H-pyrido[3,4-b]indol-1-one CC=1C=C2C3=C(NC2=CC1)C(N(C=C3)CCC(N3CCN(CC3)C3=CC(=CC=C3)C(F)(F)F)=O)=O